NC=1N=CN(C(C1C(=O)NC=1C=C(C=NC1)[C@H](COC)NC(OC(C)(C)C)=O)=O)C1=C(C=C(C=C1Cl)OC1CC1)Cl tert-butyl (R)-(1-(5-(4-amino-1-(2,6-dichloro-4-cyclopropoxyphenyl)-6-oxo-1,6-dihydropyrimidine-5-carboxamido)pyridin-3-yl)-2-methoxyethyl)carbamate